8-chloro-7-[(7-fluoro-2-methyl-1H-1,3-benzodiazol-6-yl)oxy]-2-(1-{4-methyl-4-azaspiro[2.5]octan-7-yl}-1H-pyrazol-4-yl)quinoxaline ClC=1C(=CC=C2N=CC(=NC12)C=1C=NN(C1)C1CCN(C2(CC2)C1)C)OC=1C=CC2=C(NC(=N2)C)C1F